(S)-2-(6-(benzofuran-3-yl)-1-oxoisoindolin-2-yl)butyrylamino-4-oxo-5-(2,3,5,6-tetrafluorophenoxy)pentanoic acid O1C=C(C2=C1C=CC=C2)C2=CC=C1CN(C(C1=C2)=O)C(C(=O)N[C@H](C(=O)O)CC(COC2=C(C(=CC(=C2F)F)F)F)=O)CC